5-((tert-Butyldimethylsilyl)oxy)-6-fluoro-3-iodo-1-(tetrahydro-2H-pyran-2-yl)-1H-indazole [Si](C)(C)(C(C)(C)C)OC=1C=C2C(=NN(C2=CC1F)C1OCCCC1)I